FC(C=1C=C(CBr)C=C(C1)C(F)(F)F)(F)F 3,5-bis(trifluoromethyl)benzyl bromide